4-(naphthalen-1-yl)-1H-pyrrole-2-carboxylic acid C1(=CC=CC2=CC=CC=C12)C=1C=C(NC1)C(=O)O